C(C1=CC=CC=C1)OC1=CC=C(C=C1)NC(=O)C=1C=C(N(C1C)C)C1=C(C(=O)O)C=C(C(=C1)OC)C#N 2-[4-({[4-(Benzyloxy)phenyl]amino}carbonyl)-1,5-dimethyl-1H-pyrrol-2-yl]-5-cyano-4-methoxybenzoic acid